C1(=CC=CC2=CC=CC=C12)C(=O)NCC1=NOC(C1)(C(=O)OC)CC1=CC=CC=C1 methyl 3-((1-naphthamido)methyl)-5-benzyl-4,5-dihydroisoxazole-5-carboxylate